CC(CCCCCC=CCCCCCCCCC1C(=O)OC(C1)=O)C 16-methyl-9-heptadecenyl-succinic anhydride